(E)-vinylphosphonate C(=C)P([O-])([O-])=O